2,6-dimethyl-1,4-phenyleneoxide CC1=C2C(=CC(=C1)O2)C